2-[3-(4-Chloro-3-fluorophenyl)-1-ethyl-1H-1,2,4-triazol-5-yl]-N-[(1R)-2,3-dihydro-1H-inden-1-yl]acetamid ClC1=C(C=C(C=C1)C1=NN(C(=N1)CC(=O)N[C@@H]1CCC2=CC=CC=C12)CC)F